7-chloro-4-(methylamino)-3-nitro-1-phenylquinolin-2(1H)-one ClC1=CC=C2C(=C(C(N(C2=C1)C1=CC=CC=C1)=O)[N+](=O)[O-])NC